3-(5-(((1S,2R)-2-((7-oxaspiro[3.5]nonan-2-yl)amino)cyclohexyl)oxy)-1-oxoisoindolin-2-yl)piperidine-2,6-dione C1C(CC12CCOCC2)N[C@H]2[C@H](CCCC2)OC=2C=C1CN(C(C1=CC2)=O)C2C(NC(CC2)=O)=O